5-(5-{(1S)-1-[3-(1-cyanocyclopropyl)-5-(trifluoromethoxy)benzamido]ethyl}-3-methyl-1H-1,2,4-triazol-1-yl)pyrazine-2-carboxylic acid C(#N)C1(CC1)C=1C=C(C(=O)N[C@@H](C)C2=NC(=NN2C=2N=CC(=NC2)C(=O)O)C)C=C(C1)OC(F)(F)F